COCCOCCOC1=CC=C(CN2C(C=3C=C(C(=NC3C=C2)C)C(=O)OCC)=O)C=C1 ethyl 6-(4-(2-(2-methoxyethoxy)ethoxy)benzyl)-2-methyl-5-oxo-5,6-dihydro-1,6-naphthyridine-3-carboxylate